(2r,3aR,5s,6aS)-5-(3-((tert-butyldiphenylsilyl)oxy)propyl)octahydropentalen-2-ol [Si](C1=CC=CC=C1)(C1=CC=CC=C1)(C(C)(C)C)OCCCC1C[C@@H]2CC(C[C@@H]2C1)O